(3S,5S)-2-(tert-butoxycarbonyl)-9-methoxy-7-(4-methoxybenzyl)-6-oxo-2,7-diazaspiro[4.4]nonane-3-carboxylic acid C(C)(C)(C)OC(=O)N1C[C@]2(C[C@H]1C(=O)O)C(N(CC2OC)CC2=CC=C(C=C2)OC)=O